C(#N)OC1=CC=C(C=C1)C(C)(C)C1=CC=C(C=C1)OC#N 2,2-bis-(4-cyanooxyphenyl)propane